3,5-dimethyltricyclo[3.3.1.13,7]decan-1-amine CC12CC3(CC(CC(C1)(C3)C)C2)N